4-bromo-2-fluoro-3-methylaniline BrC1=C(C(=C(N)C=C1)F)C